6,7-dihydro-[1,4]dioxino[2,3-f][1,3]benzothiazol-2-amine S1C(=NC2=C1C=C1C(=C2)OCCO1)N